(R)-3-((R)-2-(4-(3-aminopropyl)-2,3-dioxopiperazine-1-carboxamido)-2-(4-phosphonophenyl)acetamido)-2-hydroxy-3,4-dihydro-2H-benzo[e][1,2]oxaborinine-8-carboxylic acid NCCCN1C(C(N(CC1)C(=O)N[C@@H](C(=O)N[C@@H]1B(OC2=C(C1)C=CC=C2C(=O)O)O)C2=CC=C(C=C2)P(=O)(O)O)=O)=O